CN1CCN(CC1)CC=1C(=NC=CC1)N 3-((4-methylpiperazin-1-yl)methyl)pyridin-2-amine